C[Si](O[Si](CCCCCC[Si](Cl)(Cl)Cl)(O[Si](C)(C)C)O[Si](C)(C)C)(C)C 1-tris(trimethylsiloxy)silyl-6-trichlorosilylhexane